8-(tert-Butoxy)-8-oxooctanoic acid C(C)(C)(C)OC(CCCCCCC(=O)O)=O